Methyl 3-(4-bromopyrazol-1-yl)-4-methyl-benzoate BrC=1C=NN(C1)C=1C=C(C(=O)OC)C=CC1C